N-((1H-pyrrolo[3,2-c]pyridin-2-yl)methyl)-2-(5-(((2'-fluoro-[1,1'-biphenyl]-4-yl)methyl)amino)-6-oxo-2-phenylpyrimidin-1(6H)-yl)acetamide N1C(=CC=2C=NC=CC21)CNC(CN2C(=NC=C(C2=O)NCC2=CC=C(C=C2)C2=C(C=CC=C2)F)C2=CC=CC=C2)=O